2-bromo-4-chloro-quinoline-3-carboxylic acid ethyl ester C(C)OC(=O)C=1C(=NC2=CC=CC=C2C1Cl)Br